O=C1NC(CCC1N1C(N(C2=C1C=CC(=C2)C2CCN(CC2)CCN2CCN(CC2)C(=O)OC(C)(C)C)C)=O)=O tert-butyl 4-(2-(4-(1-(2,6-dioxopiperidin-3-yl)-3-methyl-2-oxo-2,3-dihydro-1H-benzo[d]imidazol-5-yl)piperidin-1-yl)ethyl)piperazine-1-carboxylate